1-oxo-1H,6H,9H-7,8a-methanopyrrolo[1',2':3,4]imidazo[1,2-c]pyrimidine-7(8H)-carboxylic acid O=C1N=CC=C2N1CC13N2CC(C1)(C3)C(=O)O